C1(=CC=CC=C1)S(=O)(=O)NC=1C=C(C=CC1)CC[C@@H](CCOC1=C(C=CC=C1)CCC(=O)O)O 3-[2-[(3S)-5-[3-(benzenesulfonylamino)phenyl]-3-hydroxypentyloxy]phenyl]propanoic acid